4-benzoylamino-2,5-dimethoxyaniline C(C1=CC=CC=C1)(=O)NC1=CC(=C(N)C=C1OC)OC